(2R)-N-(2-{1-[(4-cyanophenyl)methyl]piperidin-4-yl}ethyl)-2-methyl-4-(3,4,5-trifluorophenyl)piperazine-1-carboxamide C(#N)C1=CC=C(C=C1)CN1CCC(CC1)CCNC(=O)N1[C@@H](CN(CC1)C1=CC(=C(C(=C1)F)F)F)C